2-(4-fluoro-3-methoxy-phenyl)acetic acid FC1=C(C=C(C=C1)CC(=O)O)OC